glutamic acid-13C5 N[13C@@H]([13CH2][13CH2][13C](=O)O)[13C](=O)O